Cl.Cl.N(=NC(C(=N)N)C)C(C(=N)N)C azobis(2-methylacetoamidine) dihydrochloride